benzyl-dimethylamine C(C1=CC=CC=C1)N(C)C